2-[3-[(1-cyanocyclopropyl)methyl]phenyl]-7-(2-hydroxyethylsulfonyl)-N',2,6,6-tetramethyl-heptanehydrazide C(#N)C1(CC1)CC=1C=C(C=CC1)C(C(=O)NNC)(CCCC(CS(=O)(=O)CCO)(C)C)C